5-(6-((1S,6R,7R)-7-(aminomethyl)-7-(2-fluorophenyl)-3-azabicyclo[4.1.0]heptan-3-yl)-1H-pyrazolo[3,4-b]pyrazin-3-yl)-2-methylisoindolin-1-one NC[C@@]1([C@@H]2CCN(C[C@H]12)C1=CN=C2C(=N1)NN=C2C=2C=C1CN(C(C1=CC2)=O)C)C2=C(C=CC=C2)F